S(C)(=O)(=O)O.C(#N)C1(CCCC1)C1=CC=C(C=C1)NC(=O)C=1C(=NC=CC1)NCC1=CC=NC=C1 N-[4-(1-cyanocyclopentyl)phenyl]-2-[(4-pyridylmethyl)amino]-3-pyridinecarboxamide mesylate